CNS(OCC(=O)NC=1SC(=C(N1)C)CC1=C(C=CC=C1)Cl)(=O)=O 2-((5-(2-chlorobenzyl)-4-methylthiazol-2-yl)amino)-2-oxoethyl methylsulfamate